[6-[3-(3,3-difluorocyclobutyl)-1H-1,2,4-triazol-5-yl]-2-azaspiro[3.3]heptan-2-yl]-[6-[[3-(trifluoromethyl)isoxazol-5-yl]methyl]-2,6-diazaspiro[3.3]heptan-2-yl]methanone FC1(CC(C1)C1=NNC(=N1)C1CC2(CN(C2)C(=O)N2CC3(C2)CN(C3)CC3=CC(=NO3)C(F)(F)F)C1)F